3-(methacryloyloxy)propyldimethylethoxysilane methyl-5-(3-hydroxypyridin-2-yl)-1-methyl-1H-pyrrole-3-carboxylate COC(=O)C1=CN(C(=C1)C1=NC=CC=C1O)C.C(C(=C)C)(=O)OCCC[Si](OCC)(C)C